(2S,11aR)-7-fluoro-6-(2-methoxyethoxy)-8-methyl-2-((2-oxo-1,2,3,4-tetrahydro-1,6-naphthyridin-7-yl)oxy)-2,3,11,11a-tetrahydro-1H,5H-benzo[f]pyrrolo[2,1-c][1,4]oxazepin-5-one FC=1C(=CC2=C(C(N3[C@@H](CO2)C[C@@H](C3)OC3=NC=C2CCC(NC2=C3)=O)=O)C1OCCOC)C